N[C@@H]1CC[C@H](CC1)NC1=NC=C(C(=N1)C=1C=C(C=CC1)N1C(OCCC1)=O)F trans-3-[3-[2-[(4-aminocyclohexyl)amino]-5-fluoro-pyrimidin-4-yl]phenyl]-1,3-oxazinan-2-one